COC1=C(C=C(C=C1)OC1=CC=C(C=C1)C(F)(F)F)NC(=O)C1N(C(CC1)=O)CCOC N-(2-Methoxy-5-(4-(trifluoromethyl)phenoxy)phenyl)-1-(2-methoxyethyl)-5-oxopyrrolidine-2-carboxamide